N-methyl-1,3-dihydro-2-benzofuran-5-amine CNC1=CC2=C(COC2)C=C1